N-(3-(Benzyloxy)-2,6-dimethylphenyl)-4-bromo-1-(2,2-difluoroethyl)-5-(trifluoromethyl)-1H-pyrazol-3-amine C(C1=CC=CC=C1)OC=1C(=C(C(=CC1)C)NC1=NN(C(=C1Br)C(F)(F)F)CC(F)F)C